C(C)(C)(C)OC(=O)N[C@@H](C(=O)O)CCC1=CC=CC=C1 (R)-2-((tert-butoxycarbonyl)amino)-4-phenylbutyric acid